N-(but-3-en-1-yl)-N-cyanothiophene-2-carboxamide C(CC=C)N(C(=O)C=1SC=CC1)C#N